COC1=CC=CC=C1OC Methylguaiacol